FC1=C(N=C2N1C=CC(=N2)C=2CC(NC(C2)(C)C)(C)C)C2=C(C=C(C=C2)N2N=CC=N2)O 2-(3-fluoro-7-(2,2,6,6-tetramethyl-1,2,3,6-tetrahydropyridin-4-yl)imidazo[1,2-a]pyrimidin-2-yl)-5-(2H-1,2,3-triazol-2-yl)phenol